N-(2-methoxypropyl)methacrylamide COC(CNC(C(=C)C)=O)C